methyl 6-[(2R)-2-methylpyrrolidin-1-yl]pyrazine-2-carboxylate C[C@H]1N(CCC1)C1=CN=CC(=N1)C(=O)OC